C(C)N1N=CC(=C1C=1C(=NC(=CC1)NC(C)C)F)C(=O)OCC Ethyl 1-ethyl-5-(2-fluoro-6-(isopropylamino) pyridin-3-yl)-1H-pyrazole-4-carboxylate